ClC1=CC2=C(C=N1)C1(CN2C2=NC(=NC(=C2)OC2CC2)C(C)(F)F)CC1 6'-chloro-1'-(6-cyclopropyloxy-2-(1,1-difluoroethyl)pyrimidin-4-yl)-1',2'-dihydrospiro[cyclopropane-1,3'-pyrrolo[3,2-c]pyridine]